BrC=1C=CC=2C3=C(C(=NC2C1F)N1CC(C1)N(C)C)N=C(N3C3C1CN(C3C1)C(=O)OC(C)(C)C)CCC(=O)N(C)C tert-butyl 5-(7-bromo-2-(3-(dimethylamino)-3-oxopropyl)-4-(3-(dimethylamino)azetidin-1-yl)-6-fluoro-1H-imidazo[4,5-c]quinolin-1-yl)-2-azabicyclo[2.1.1]hexane-2-carboxylate